3-bromo-N-(2-(3-(trifluoromethyl)phenyl)pyridin-3-yl)benzamide BrC=1C=C(C(=O)NC=2C(=NC=CC2)C2=CC(=CC=C2)C(F)(F)F)C=CC1